(11S,12S)-11,12-Epoxy-10-hydroxyicosa-5,8,14-trienoic acid OC(C=CCC=CCCCC(=O)O)[C@H]1[C@H](CC=CCCCCC)O1